2-(4-nitrophenyl)-4-(trifluoromethyl)pyridine [N+](=O)([O-])C1=CC=C(C=C1)C1=NC=CC(=C1)C(F)(F)F